N-(5-Fluoropyridin-2-yl)-5-(1-methyl-1H-pyrazol-5-yl)pyrazolo[1,5-a]pyridine-7-carboxamide FC=1C=CC(=NC1)NC(=O)C1=CC(=CC=2N1N=CC2)C2=CC=NN2C